Cl.N[C@H](C(=O)N1[C@@H](C[C@H](C1)O)C(=O)N[C@H](C)C1=CC=C(C=C1)C1=C(N=CS1)C)C(C)(C)C (2S,4R)-1-((S)-2-amino-3,3-dimethylbutanoyl)-4-hydroxy-N-((R)-1-(4-(4-methylthiazol-5-yl)phenyl)ethyl)pyrrolidine-2-carboxamide hydrochloride